C1(=CC=CC=C1)C(CC)S α-phenylpropyl mercaptan